CC(C(=O)C=1C=CC=2N(C3=CC=C(C=C3C2C1)C(C(C)(C)N1CCOCC1)=O)CCCCCCCC)(C)N1CCOCC1 3,6-bis(2-methyl-2-morpholinopropanoyl)-9-n-octylcarbazole